[In].[Ga].[Ni] nickel-gallium indium